C(C)OC(=O)C1CCN(CC1)C1=NC=CC(=C1)Br 1-(4-bromopyridin-2-yl)piperidine-4-carboxylic acid ethyl ester